C(C)(C)(C)OC(=O)NC1CCC(CC1)C(=O)NCCOC1=CC=C(C=C1)C=1C=C2C(=CC=NC2=CC1)C(=O)O 6-(4-(2-((1r,4r)-4-(tert-butoxycarbonylamino)cyclohexanecarboxamido)ethoxy)phenyl)quinoline-4-carboxylic acid